(E)-6-(4-ethoxyphenyl)-N'-((2-fluoro-4-hydroxy-5-methoxypyridin-3-yl)methylene)pyrazine-2-carbohydrazide C(C)OC1=CC=C(C=C1)C1=CN=CC(=N1)C(=O)N/N=C/C=1C(=NC=C(C1O)OC)F